C(C)N1C(CCC1)=O N-Ethyl-pyrrolidone